C(C)(=O)OC1CC(CCC1C(C)C)C Menthol acetate